BrC1=C(C=CC=C1)SCC(=O)Cl 2-((2-bromophenyl)thio)acetyl chloride